methyl 3-(2-(((1S,3S)-3-((5-((tert-butoxycarbonyl)amino)pentyl)amino)cyclopentyl)amino)-5-(trifluoromethyl)pyrimidin-4-yl)-7-(dimethylphosphoryl)-1H-indole-6-Carboxylate C(C)(C)(C)OC(=O)NCCCCCN[C@@H]1C[C@H](CC1)NC1=NC=C(C(=N1)C1=CNC2=C(C(=CC=C12)C(=O)OC)P(=O)(C)C)C(F)(F)F